4-(4-(3-(aminomethyl)-3-hydroxyazetidin-1-yl)-6-methylquinazolin-2-yl)-1-(cyclopropylimino)-2,3,4,5-tetrahydro-benzo[f][1,4]thiazepin-1-Oxide NCC1(CN(C1)C1=NC(=NC2=CC=C(C=C12)C)N1CCS(C2=C(C1)C=CC=C2)(=NC2CC2)=O)O